CC(=O)CCC Methylpropyl Ketone